normalpropyl alcohol C(CC)O